C(C)(C)N[C@H]1CN(CC1)C(=O)OC(C)(C)C tert-butyl (R)-3-(isopropylamino)pyrrolidine-1-carboxylate